ClC1=C(C(=CC=C1)Cl)C=1N=C2C=3C=C(C=NC3C=CN2C1)C=1C=NN(C1)C1CCC(CC1)NC(COC)=O N-((1r,4r)-4-(4-(2-(2,6-Dichlorophenyl)imidazo[2,1-f][1,6]naphthyridin-9-yl)-1H-pyrazol-1-yl)cyclohexyl)-2-methoxyacetamide